CCCCCCCCCCCCCCCCC(=O)O[C@H](COC(=O)CCCCCCC/C=C\\CCCCCCCC)COP(=O)([O-])[O-] The molecule is a 1,2-diacyl-sn-glycerol 3-phosphate(2-) obtained by deprotonation of the phosphate OH groups of 1-oleoyl-2-heptadecanoyl-sn-glycero-3-phosphate. It is a 1,2-diacyl-sn-glycerol 3-phosphate(2-) and a 1-oleoyl-2-acyl-sn-glycero-3-phosphate(2-). It is a conjugate base of a 1-oleoyl-2-heptadecanoyl-sn-glycero-3-phosphate.